N-(2-(2-((2,4-difluorobenzyl)amino)-5-oxo-5,7-dihydro-6H-pyrrolo[3,4-b]pyridin-6-yl)ethyl)acetamide-2,2,2-d3 FC1=C(CNC2=CC=C3C(=N2)CN(C3=O)CCNC(C([2H])([2H])[2H])=O)C=CC(=C1)F